3-benzyl-5-phenyl-1-oxa-5-azaspiro[5.5]undec-7,10-diene-4,9-dione C(C1=CC=CC=C1)C1COC2(N(C1=O)C1=CC=CC=C1)C=CC(C=C2)=O